N-((1r,4r)-4-(3-Chloro-4-cyanophenoxy)cyclohexyl)-4-(4-((4-(4-(2,4-dioxotetrahydropyrimidin-1(2H)-yl)-1H-pyrazolo[4,3-c]pyridin-1-yl)piperidin-1-yl)methyl)piperidin-1-yl)benzamide ClC=1C=C(OC2CCC(CC2)NC(C2=CC=C(C=C2)N2CCC(CC2)CN2CCC(CC2)N2N=CC=3C(=NC=CC32)N3C(NC(CC3)=O)=O)=O)C=CC1C#N